N1N=NC=C1C1CN(CC1)C(=O)[O-] 3-(1H-triazol-5-yl)pyrrolidine-1-carboxylate